C1(CCCCC1)P(C1CCCCC1)C1CCCCC1.[Ag] silver tricyclohexylphosphine